(E)-4-(3-(2-(pyridin-4-yl)vinyl)-1H-indazole-6-carbonyl)-3,4-dihydroquinoxalin-2(1H)-one trifluoroacetate salt FC(C(=O)O)(F)F.N1=CC=C(C=C1)/C=C/C1=NNC2=CC(=CC=C12)C(=O)N1CC(NC2=CC=CC=C12)=O